COC=1C=C(C=CC1OC)C=1NC2=CC=C(C=C2C1C(C)C)C1=NN=C(O1)CN1C[C@H](CC1)NC(C)=O (S)-N-(1-((5-(2-(3,4-dimethoxyphenyl)-3-isopropyl-1H-indol-5-yl)-1,3,4-oxadiazol-2-yl)methyl)pyrrolidin-3-yl)acetamide